pyrimidin-2-yl-methyl methanesulfonate CS(=O)(=O)OCC1=NC=CC=N1